ethylenebis(ethyleneoxy) bis[3-(5-tert-butyl-4-hydroxy-m-tolyl) propionate] C(C)(C)(C)C=1C(=C(C=C(C1)C)CCC(=O)OOCCCCCCOOC(CCC=1C=C(C=C(C1O)C(C)(C)C)C)=O)O